2,5-dichloro-N-(4-fluorophenylethyl)pyrimidine-4-amine ClC1=NC=C(C(=N1)NCCC1=CC=C(C=C1)F)Cl